BrC1=CC(=C2CN(C(C2=C1)=O)CC1=CC=C(C=C1)OC)C(F)(F)F 6-Bromo-2-(4-methoxybenzyl)-4-(trifluoromethyl)isoindol-1-one